Cl.N1CC(C1)OCCC1=CC2=C(N(C(N2C)=O)C2C(NC(CC2)=O)=O)C=C1 3-[5-[2-(azetidin-3-yloxy)ethyl]-3-methyl-2-oxo-1,3-benzodiazol-1-yl]piperidine-2,6-dione hydrochloride